FC1=CC=C(C=C1)NC1=C2N=C(C(NC2=CC(=C1)CO)=O)C 5-((4-fluorophenyl)amino)-7-(hydroxymethyl)-3-methylquinoxalin-2(1H)-one